(E)-1-(3-(4-((4-amino-7-isopropyl-5-(4-phenoxyphenyl)-7H-pyrrolo[2,3-d]pyrimidin-6-yl)ethynyl)piperidin-1-yl)azetidin-1-yl)but-2-en-1-one NC=1C2=C(N=CN1)N(C(=C2C2=CC=C(C=C2)OC2=CC=CC=C2)C#CC2CCN(CC2)C2CN(C2)C(\C=C\C)=O)C(C)C